C(C)(C)(C)OC(N(C=1C=C(C=CC1)C)CC1=NC2=CC=CC=C2C=C1)=O (Quinolin-2-ylmethyl)(m-tolyl)carbamic acid tert-butyl ester